C1(CC1)C([C@@H]1N(C(OC1)(C)C)C(=O)OC(C)(C)C)O tert-butyl (4R)-4-[cyclopropyl(hydroxy)methyl]-2,2-dimethyl-1,3-oxazolidine-3-carboxylate